2',3-difluoro-5-methoxy-2''-methyl-3''-(pyrido[3,4-b]pyrazin-5-ylamino)-[1,1':3',1''-terphenyl]-4-carbaldehyde FC1=C(C=CC=C1C1=C(C(=CC=C1)NC1=NC=CC=2C1=NC=CN2)C)C2=CC(=C(C(=C2)OC)C=O)F